FC(C1=CC=C(S1)C1=CN=C2N1N=C(C=C2)NC2CCC(CC2)C(C)(C)O)(F)F 2-((1r,4r)-4-((3-(5-(trifluoromethyl)thiophen-2-yl)imidazo[1,2-b]pyridazin-6-yl)amino)cyclohexyl)propan-2-ol